[O].[P].[N].[Li].BrC=1C=C2CCN(C(C2=CC1)=O)C=1C=CC(=C(C1)NS(=O)(=O)C)O[Si](C)(C)C(C)(C)C N-(5-(6-bromo-1-oxo-3,4-dihydroisoquinolin-2(1H)-yl)-2-((tert-butyldimethylsilyl)oxy)phenyl)methanesulfonamide lithium nitrogen phosphorus oxygen